(R)-7-bromo-6-chloro-5-(3-((2,2-difluoroethyl)amino)butoxy)-8-fluoro-2-(methylthio)-quinazolin-4-ol BrC1=C(C(=C2C(=NC(=NC2=C1F)SC)O)OCC[C@@H](C)NCC(F)F)Cl